CC1=NC2=C(N1COCC[Si](C)(C)C)C=C(C=C2)[N+](=O)[O-] 2-methyl-6-nitro-1-((2-(trimethylsilyl)ethoxy)methyl)-1H-benzo[d]imidazole